ClC=1C(=C(C(=CC1)N1N=CN=N1)C=CC(=O)NC(C(=O)NC1=CC(=C(C(=O)O)C=C1)OC)C1=CC=CC=C1)F 4-(2-(3-(3-chloro-2-fluoro-6-(2H-tetrazol-2-yl)phenyl)acrylamido)-2-phenylacetylamino)-2-methoxybenzoic acid